NC1=C2N=C(N(C2=NC=N1)CCCNC(=O)C1CC1)SC1=CC2=C(OCO2)C=C1C#C Cyclopropanecarboxylic acid {3-[6-amino-8-(6-ethynyl-benzo[1,3]dioxol-5-ylsulfanyl)-purin-9-yl]-propyl}-amide